O1C(=NC2=C1C=CC=C2)C=2C=C(C=CC2OC2=CC=C(C=C2)C(F)(F)F)S(=O)(=O)NC 3-(1,3-benzoxazol-2-yl)-N-methyl-4-[4-(trifluoromethyl)phenoxy]benzene-1-sulfonamide